OC1=C(C=2C=CC=NC2C=C1)B(O)O 6-HYDROXYQUINOLINE-5-BORONIC ACID